2-(2-(2-ethyl-4,4-dimethylcyclohex-1-en-1-yl)ethyl)-1,3-dioxolane C(C)C1=C(CCC(C1)(C)C)CCC1OCCO1